NC=1N=CC2=C(N1)N(C(C(=C2C=C)C2=C(C=CC=C2)Cl)=O)C 2-amino-6-(2-chlorophenyl)-8-methyl-5-vinylpyrido[2,3-d]pyrimidin-7(8H)-one